(2,4-dichlorophenyl)-5-methylpyrazole-3-carboxylate ClC1=C(C=CC(=C1)Cl)OC(=O)C1=NNC(=C1)C